6-(4-isopropyl-3-(4-(4-neopentylpiperazin-1-yl)phenyl)-1H-pyrazol-5-yl)-8-methyl-[1,2,4]triazolo[1,5-a]pyridine C(C)(C)C=1C(=NNC1C=1C=C(C=2N(C1)N=CN2)C)C2=CC=C(C=C2)N2CCN(CC2)CC(C)(C)C